Cl.ClC1=C(C=CC=C1)N1CC2=C(CC1)SC=C2 5-(2-chlorophenyl)-4,5,6,7-tetrahydrothieno[3,2-c]pyridine hydrochloride